Methyl ((1R,3R)-3-(3-(methyl-d3)-2-oxo-6-((4-(piperidin-4-yl)-6-(5-(trifluoromethyl)thiazol-2-yl)pyridin-2-yl)amino)-2,3-dihydro-1H-imidazo[4,5-c]pyridin-1-yl)cyclopentyl)carbamate C(N1C(N(C2=C1C=NC(=C2)NC2=NC(=CC(=C2)C2CCNCC2)C=2SC(=CN2)C(F)(F)F)[C@H]2C[C@@H](CC2)NC(OC)=O)=O)([2H])([2H])[2H]